NC1=C(C(=O)O)C=C(C(=N1)OC)Br 2-amino-5-bromo-6-methoxynicotinic acid